zinc methylpropanesulfonate COS(=O)(=O)CCC.[Zn]